CN([C@@H](CC1=CC=C(C(=O)N)C=C1)CNC(C[C@H](C1(CC1)C(F)(F)F)C1=NC=CC=C1)=O)C 4-[(2S)-2-(dimethylamino)-3-[(3R)-3-(pyridin-2-yl)-3-[1-(trifluoromethyl)cyclopropyl]propanamido]propyl]benzamide